1,3-di(4-piperidinyl)butane N1CCC(CC1)CCC(C)C1CCNCC1